O1CCN(CC1)C1=NC=CC(=C1)B1OC(C)(C)C(C)(C)O1 2-Morpholinopyridine-4-boronic acid pinacol ester